(S)-N-((R or S)-(3-chloro-2,4-difluorophenyl)(5-chloro-6-(trifluoromethyl)pyridin-3-yl)methyl)-5-oxopyrrolidine-3-carboxamide ClC=1C(=C(C=CC1F)[C@H](NC(=O)[C@@H]1CNC(C1)=O)C=1C=NC(=C(C1)Cl)C(F)(F)F)F |o1:8|